5-Ethyl-6-fluoro-4-(8-fluoro-2-(((2R,7aS)-2-fluorotetrahydro-1H-pyrrolizin-7a(5H)-yl)methoxy)-4-(1-oxa-6-azaspiro[3.5]nonan-6-yl)quinazolin-7-yl)naphthalen-2-ol C(C)C1=C2C(=CC(=CC2=CC=C1F)O)C1=CC=C2C(=NC(=NC2=C1F)OC[C@]12CCCN2C[C@@H](C1)F)N1CC2(CCO2)CCC1